(E)-3-(2-((4-((R)-2-(4-chloro-2-fluorophenyl)-2-methylbenzo[D][1,3]dioxol-4-yl)piperidin-1-yl)methyl)-1-(((S)-oxetan-2-yl)methyl)-1H-imidazol-5-yl)acrylic acid ClC1=CC(=C(C=C1)[C@]1(OC2=C(O1)C=CC=C2C2CCN(CC2)CC=2N(C(=CN2)/C=C/C(=O)O)C[C@H]2OCC2)C)F